5-fluoro-N,N-diisopropyl-2-((4-((S)-3-((9-(((S)-1,1,1-trifluoropropane-2-yl)amino)-3-azaspiro[5.5]undec-3-yl)methyl)pyrrolidin-1-yl)pyrimidin-5-yl)oxy)benzamide FC=1C=CC(=C(C(=O)N(C(C)C)C(C)C)C1)OC=1C(=NC=NC1)N1C[C@@H](CC1)CN1CCC2(CC1)CCC(CC2)N[C@H](C(F)(F)F)C